COC=1C=C(N)C=CC1C1CCOCC1 3-methoxy-4-(tetrahydro-2H-pyran-4-yl)aniline